(R)-3-hydroxy-1-methyl-3-(1-(6-(2-((1-methyl-1H-pyrazol-3-yl)amino)pyrimidin-4-yl)pyridin-2-yl)-1H-1,2,3-triazol-4-yl)pyrrolidin-2-one O[C@@]1(C(N(CC1)C)=O)C=1N=NN(C1)C1=NC(=CC=C1)C1=NC(=NC=C1)NC1=NN(C=C1)C